(S)-(2-bromophenyl)(2-(((tert-butyldimethylsilyl)oxy)methyl)piperidin-1-yl)methanone BrC1=C(C=CC=C1)C(=O)N1[C@@H](CCCC1)CO[Si](C)(C)C(C)(C)C